C1N(CCC2=CC=CC=C12)[C@H]1[C@@H](CN(CC1)C(=O)C1=CC(=NC(=N1)OC(C)C)NC1CC2(CN(C2)C(=O)OC(C)C)C1)O isopropyl 6-((6-((3R,4R)-4-(3,4-dihydroisoquinolin-2(1H)-yl)-3-hydroxypiperidine-1-carbonyl)-2-isopropoxypyrimidin-4-yl) amino)-2-azaspiro[3.3]heptane-2-carboxylate